NC1=NC(=C2N=CN(C2=N1)CC1=CC(=C(C=C1)[N+](=O)[O-])C)C1=NC=CC(=C1)C#N 2-[2-amino-9-[(3-methyl-4-nitro-phenyl)methyl]Purin-6-yl]Pyridine-4-carbonitrile